1-pentadecanoyl-2-(5Z,8Z,11Z,14Z-eicosatetraenoyl)-glycero-3-phospho-(1'-sn-glycerol) CCCCCCCCCCCCCCC(=O)OC[C@H](COP(=O)(O)OC[C@H](CO)O)OC(=O)CCC/C=C\C/C=C\C/C=C\C/C=C\CCCCC